OC[C@@H](CCC)NC(=O)C=1C=NC(=CC1)OCC=1C(=NOC1C)C=1C=NC(=CC1)C (R)-N-(1-hydroxypentan-2-yl)-6-((5-methyl-3-(6-methylpyridin-3-yl)isoOxazol-4-yl)methoxy)pyridine-3-carboxamide